ClCCN1CCOCC1 4-(2-chloroethyl)morpholine